FC1=C(CC2=NC3=C(N2C[C@H]2OCC2)C=C(C=C3)C(=O)O)C=C(C(=C1)C1=NC(=CC=C1)OCC=1C=NC(=CC1F)C(NC1COC1)=O)F (S)-2-(2,5-difluoro-4-(6-((4-fluoro-6-(oxetan-3-ylcarbamoyl)pyridin-3-yl)methoxy)pyridin-2-yl)benzyl)-1-(oxetan-2-ylmethyl)-1H-benzo[d]imidazole-6-carboxylic acid